benzyl 3-(2-(((2R,7aS)-2-fluorotetrahydro-1H-pyrrolizin-7a(5H)-yl) methoxy)-8-oxo-5,6,7,8-tetrahydropyrido[3,4-d]pyrimidin-4-yl)-3,8-diazabicyclo[3.2.1]octane-8-carboxylate F[C@@H]1C[C@@]2(CCCN2C1)COC=1N=C(C2=C(N1)C(NCC2)=O)N2CC1CCC(C2)N1C(=O)OCC1=CC=CC=C1